Cl.Cl.CC1(CC[C@@H](CO1)C1=NC=2C(=NC=CC2C2CCNCC2)N1)C |r| (Rac)-2-(6,6-dimethyltetrahydropyran-3-yl)-7-(4-piperidyl)-3H-imidazo[4,5-b]pyridine, dihydrochloride